ClC=1C(=CC=2C3=C(C=4N(C2C1)C=NN4)CN([C@H]3C)C(COC)=O)OC (S)-1-(6-chloro-7-methoxy-9-methyl-9,11-dihydro-10H-pyrrolo[3,4-c][1,2,4]triazolo[4,3-a]quinolin-10-yl)-2-methoxyethan-1-one